COCCN1C(N(C2=CC=C(C=C2C1=O)NC(NC=1C=C(C(=O)OC)C=CC1)=O)CCN1CCCCC1)=O Methyl 3-(3-(3-(2-methoxyethyl)-2,4-dioxo-1-(2-(piperidin-1-yl)ethyl)-1,2,3,4-tetrahydroquinazolin-6-yl)ureido)benzoate